tert-butyl (1S,5R)-3-(7-bromo-2-chloro-6,8-difluoroquinazolin-4-yl)-1-methyl-3,8-diazabicyclo[3.2.1]octane-8-carboxylate BrC1=C(C=C2C(=NC(=NC2=C1F)Cl)N1C[C@@]2(CC[C@H](C1)N2C(=O)OC(C)(C)C)C)F